3-(4-(6-chloro-4-cyclopropylpyridin-3-yl)-1H-pyrazol-1-yl)pyrrolidine-1-carboxylic acid tert-butyl ester C(C)(C)(C)OC(=O)N1CC(CC1)N1N=CC(=C1)C=1C=NC(=CC1C1CC1)Cl